7-benzyl-2-methoxy-6,7,8,9-tetrahydro-5H-pyrazino[2,3-d]azepine C(C1=CC=CC=C1)N1CCC2=C(CC1)N=CC(=N2)OC